9-phenyl-2,6-bis(pyridin-4-yl)-9H-purine C1(=CC=CC=C1)N1C2=NC(=NC(=C2N=C1)C1=CC=NC=C1)C1=CC=NC=C1